[Na].C(CCCCCCCCCCCCCCC)(=O)NN hexadecanoic hydrazide sodium